C1CC12CCN(CC2)C=2C=C(C=CC2N2N=NC(=C2)C=2C=C1C=CC=NC1=C(C2)N2CCC(CC2)(F)F)NS(=O)(=O)[C@H](CO)C (2S)-N-(3-{6-azaspiro[2.5]octan-6-yl}-4-{4-[8-(4,4-difluoropiperidin-1-yl)quinolin-6-yl]-1H-1,2,3-triazol-1-yl}phenyl)-1-hydroxypropane-2-sulfonamide